FC1(CC(C1)N1N=NC2=C1C=C(C=C2)C=2C(=CN1N=C(N=C(C12)OC)N[C@H]1[C@H](CN(CC1)C)F)F)F 5-(1-(3,3-difluorocyclobutyl)-1H-benzo[d][1,2,3]triazol-6-yl)-6-fluoro-N-((3S,4R)-3-fluoro-1-methylpiperidin-4-yl)-4-methoxypyrrolo[2,1-f][1,2,4]triazin-2-amine